C(CC)[Si](CCC)CCC tripropylsilicon